3-methyl-N-(7-{8-methyl-1H,2H,3H-pyrido[2,3-b][1,4]oxazin-7-yl}-5H,6H,7H,8H-pyrido[3,4-d]pyrimidin-2-yl)-2,3,4,5-tetrahydro-1H-3-benzazepin-7-amine CN1CCC2=C(CC1)C=CC(=C2)NC=2N=CC1=C(N2)CN(CC1)C1=C(C2=C(OCCN2)N=C1)C